Ethyl 3-[[4-(3-bromo-2-methyl-phenoxy)phenyl]methyl]-4,4,4-trifluoro-butanoate BrC=1C(=C(OC2=CC=C(C=C2)CC(CC(=O)OCC)C(F)(F)F)C=CC1)C